4-isobutyrylamino-3-chloro-N-[2-(diethylamino)ethyl]benzamide C(C(C)C)(=O)NC1=C(C=C(C(=O)NCCN(CC)CC)C=C1)Cl